OC=1C=C2CC[C@@H]([C@@H](C2=CC1)C1=CC=C(C=C1)N1CCC(CC1)CN1CCN(CC1)C=1C=C2CN(C(C2=CC1)=O)[C@@H]1C(NC(CC1)=O)=O)CC(F)(F)F (3S)-3-[5-[4-[[1-[4-[(1R,2R)-6-hydroxy-2-(2,2,2-trifluoroethyl)tetralin-1-yl]phenyl]-4-piperidyl]methyl]piperazin-1-yl]-1-oxo-isoindolin-2-yl]piperidine-2,6-dione